(R)-1-(7-(2,2-Difluoroethoxy)-4-((1-(3-(difluoromethyl)-2-fluorophenyl)ethyl)amino)-2-methylpyrido[2,3-d]pyrimidin-6-yl)-N,3-dimethylazetidine-3-carboxamide FC(COC=1C(=CC2=C(N=C(N=C2N[C@H](C)C2=C(C(=CC=C2)C(F)F)F)C)N1)N1CC(C1)(C(=O)NC)C)F